O1C=C(C=C1)C=1C=C2C(=CNC2=CC1)C(=O)NC1=CC=NC=C1 5-(Furan-3-yl)-N-(pyridin-4-yl)-1H-indole-3-carboxamide